N-([2,3'-bipyridin]-6'-yl)-4-methoxybenzamide N1=C(C=CC=C1)C=1C=NC(=CC1)NC(C1=CC=C(C=C1)OC)=O